C1=CC=CC2=C1C(C1=C(CS2)C=CC=C1)N1CCN(CC1)C(=O)C=1C=NC=C(C1)C [4-(6,11-dihydrobenzo[c][1]benzothiepin-11-yl)piperazin-1-yl]-(5-methyl-3-pyridyl)methanone